FC=1C=C(C=C(C1CO)F)CCC(=O)OC methyl 3-(3,5-difluoro-4-(hydroxymethyl)phenyl)propanoate